C(C)(C)(C)C1N(C(CC12CN(CC2)C(=O)O)=O)C=2C=C1C(=NC=NC1=CC2OC)NC2=C(C(=CC=C2)Cl)F.C(C)C(CC=C(C(=O)O)C)CCCC.C(C=C)(=O)N[C@@H](CCSC)C(=O)O N-Acrylyl-Methionine 2-ethylhexyl-2-methyl-2-propenoate tert-butyl-2-[4-(3-chloro-2-fluoro-anilino)-7-methoxy-quinazolin-6-yl]-3-oxo-2,7-diazaspiro[4.4]nonane-7-carboxylate